ClC1=CC(=C(C(=C1)C)C1=CC=C(C(=N1)N)N)OC 6-(4-chloro-2-methoxy-6-methyl-phenyl)pyridine-2,3-diamine